O=C([C@@H](C1=CC=CC=C1)NC(OC(C)(C)C)=O)N1CCN(CC1)C1=CC(=CC=C1)C(F)(F)F tert-butyl (R)-(2-oxo-1-phenyl-2-(4-(3-(trifluoromethyl)phenyl)piperazin-1-yl)ethyl)carbamate